N-(4-(4-amino-5-(3,5-difluoro-4-((5-methylpyrimidin-2-yl)oxy)phenyl)-7-methyl-7H-pyrrolo[2,3-d]pyrimidin-6-yl)phenyl)methacrylamide diethyl-(pyridin-4-ylmethyl)phosphonate C(C)OP(OCC)(=O)CC1=CC=NC=C1.NC=1C2=C(N=CN1)N(C(=C2C2=CC(=C(C(=C2)F)OC2=NC=C(C=N2)C)F)C2=CC=C(C=C2)NC(C(=C)C)=O)C